O[C@@H]1[C@H](CCC1)CN1C(C2=CC(=C(C=C2C1)NC(=O)C=1C=NN2C1N=CC=C2)N2CCOCC2)=O N-(2-(((1R,2S)-2-hydroxycyclopentyl)methyl)-6-morpholino-1-oxoisoindolin-5-yl)pyrazolo[1,5-a]pyrimidine-3-carboxamide